(R)-4-(6-cyclopropyl-2-(1H-pyrrolo[2,3-b]pyridin-4-yl)pyrimidin-4-yl)-3-methylmorpholine C1(CC1)C1=CC(=NC(=N1)C1=C2C(=NC=C1)NC=C2)N2[C@@H](COCC2)C